BrC1=C(C(=CC(=C1)C(C(F)(F)F)(C(F)(F)F)F)C)N(C(C1=C(C(=CC=C1)NC(C1=CC=C(C=C1)F)=O)F)=O)C(=O)C1CC1 N-(2-bromo-6-methyl-4-(perfluoropropan-2-yl)phenyl)-N-(cyclopropanecarbonyl)-2-fluoro-3-(4-fluorobenzamido)benzamide